Cl.Cl.CN1CC2C(CC1)CN(C2)C=2N=NC(=CN2)C2=C(C=C(C=C2)C=2C=NNC2)O 2-[3-(5-methyl-octahydro-2H-pyrrolo[3,4-c]pyridin-2-yl)-1,2,4-triazin-6-yl]-5-(1H-pyrazol-4-yl)phenol dihydrochloride